C(=CC(C)C)NCC=1C(NC(N([C@H]2[C@H](O)[C@H](O)[C@@H](CO)O2)C1)=S)=O 5-(iso-pentenylaminomethyl)-2-thiouridine